O=C1C=C(N=C2N1C=C(S2)N2[C@@H]1CN([C@H](C2)C1)C(=O)OC(C)(C)C)OS(=O)(=O)C1=CC=C(C=C1)C.NCCCNCCN N-3-aminopropyl ethylenediamine tert-butyl (1S,4S)-5-[5-oxo-7-(p-tolylsulfonyloxy)thiazolo[3,2-a]pyrimidin-2-yl]-2,5-diazabicyclo[2.2.1]heptane-2-carboxylate